FC(C=1N=CC=2N(C1)C(=CN2)C2=NC=CC(=N2)N2CC(CCC2)S(=O)(=O)N)(F)F 1-(2-(6-(trifluoromethyl)imidazo[1,2-a]pyrazin-3-yl)pyrimidin-4-yl)piperidine-3-sulfonamide